Methyl (2E)-2-[2-[[(E)-(7-fluorochroman-4-ylidene)amino]oxymethyl]-3-methylphenyl]-2-methoxyimino-acetate FC1=CC=C2\C(\CCOC2=C1)=N\OCC1=C(C=CC=C1C)\C(\C(=O)OC)=N/OC